C(C)(C)(C)OC(=O)N1CC2=CC=C(C=C2C1)NC(C1=CC(=C(C=C1)C=1CCN(CC1)C(=O)OC(C)(C)C)F)=O 5-[4-(1-tert-butoxycarbonyl-1,2,3,6-tetrahydro-pyridin-4-yl)-3-fluoro-benzoylamino]-1,3-dihydro-isoindole-2-carboxylic acid tert-butyl ester